C(C)(C)(C)OC(NC(COC1=CC(=C(C=C1)C)C(NC1(CC1)C1=CC(=CC2=CC=CC=C12)C1=CC=CC=C1)=O)C)=O tert-butyl(1-(4-methyl-3-((1-(3-phenylnaphthalen-1-yl)cyclopropyl)carbamoyl)phenoxy)propan-2-yl)carbamate